(S)-2-((3-fluoro-2-((S)-2-carbonyl-4-(trifluoromethyl)oxazolidin-3-yl)-5,6-dihydrobenzo[f]imidazo[1,2-d][1,4]oxazepin-9-yl)amino)propanamide FC1=C(N=C2N1CCOC1=C2C=CC(=C1)N[C@H](C(=O)N)C)N1C(OC[C@H]1C(F)(F)F)=C=O